N[C@H](C)C=1C=C(C=C2C(C(=C(OC12)C=1C=NN(C1C)C)C)=O)C 8-[(1R)-1-Aminoethyl]-2-(1,5-dimethylpyrazol-4-yl)-3,6-dimethyl-chromen-4-one